C(C=C)ON(S(=O)(=O)C1=C(C=CC=C1)[N+](=O)[O-])C1C2=C(C(NC1)C#N)N=C(S2)CO[Si](C)(C)C(C)(C)C N-allyloxy-N-[2-[[tert-butyl(dimethyl)silyl]oxymethyl]-4-cyano-4,5,6,7-tetrahydrothiazolo[4,5-c]pyridin-7-yl]-2-nitro-benzenesulfonamide